8-bromo-N-(tert-butyl)-4-(furan-2-yl)pyrazolo[1,5-a][1,3,5]triazin-2-amine BrC=1C=NN2C1N=C(N=C2C=2OC=CC2)NC(C)(C)C